3-[[6-[2-(5-azidopentoxy)pyrimidin-5-yl]-2,2-dimethyl-3-oxo-pyrrolo[2,3-b]pyridin-1-yl]methyl]pyridine-2-carbonitrile N(=[N+]=[N-])CCCCCOC1=NC=C(C=N1)C1=CC=C2C(=N1)N(C(C2=O)(C)C)CC=2C(=NC=CC2)C#N